ClC1=C(C=CC(=C1)CNC1=CC(=C(C=C1)Cl)F)NC(CCC)=O N-{2-chloro-4-[(4-chloro-3-fluorophenylamino)methyl]phenyl}butyramide